(2S,3R,5S)-4-[[3-(2-Fluoro-6-methoxy-phenyl)-5-methyl-5-(trifluoromethyl)tetrahydrofuran-2-carbonyl]amino]pyridin-2-carboxamid FC1=C(C(=CC=C1)OC)[C@@H]1[C@H](O[C@@](C1)(C(F)(F)F)C)C(=O)NC1=CC(=NC=C1)C(=O)N